1-(3-bromo-4-fluorophenyl)-3-(trifluoromethyl)-1,4,5,6-tetrahydrospiro[indazole-7,2'-[1,3]dioxolane] BrC=1C=C(C=CC1F)N1N=C(C=2CCCC3(OCCO3)C12)C(F)(F)F